4-(3-aminopyridin-4-yl)-2-chloro-N-(5-chloro-6-(2H-1,2,3-triazol-2-yl)pyridin-3-yl)-5-(trifluoromethyl)benzamide NC=1C=NC=CC1C1=CC(=C(C(=O)NC=2C=NC(=C(C2)Cl)N2N=CC=N2)C=C1C(F)(F)F)Cl